CO[C@@]1(N=CC=C1)[2H] (S)-2-methoxypyrrol-2-d